3-fluoro-5-methoxy-1H-pyrrolo[2,3-b]pyridine FC1=CNC2=NC=C(C=C21)OC